C1(C(CC1)([2H])[2H])([2H])NS(=O)(=O)C=1C=C(C=2N(C1)C(=NC2)C=2SC(=NN2)C(F)F)N2CCN(CC2)C(C(C)C)=O N-(cyclobutyl-1,2,2-d3)-3-(5-(difluoromethyl)-1,3,4-thiadiazol-2-yl)-8-(4-isobutyrylpiperazin-1-yl)imidazo[1,5-a]pyridine-6-sulfonamide